ClC1=C(C=CC(=C1)F)C1=CNC(C2=CC(=CC=C12)O[C@@H](C(=O)N1C[C@@H](O[C@H](C1)C)C)C)=O 4-(2-chloro-4-fluorophenyl)-7-(((R)-1-(trans-2,6-dimethylmorpholino)-1-oxopropan-2-yl)oxy)isoquinolin-1(2H)-one